1-cyclopropyl-5-(4-fluorophenyl)-6-methylYl-4-oxo-1,4-dihydropyridine-3-carboxylic acid C1(CC1)N1C=C(C(C(C1=C)C1=CC=C(C=C1)F)=O)C(=O)O